4-{5-[1-(3-Difluoromethyl-2-fluoro-phenyl)-ethylamino]-8-fluoro-imidazo[1,2-a]quinazolin-7-yl}-piperidine-1-carbaldehyde FC(C=1C(=C(C=CC1)C(C)NC1=NC=2N(C3=CC(=C(C=C13)C1CCN(CC1)C=O)F)C=CN2)F)F